CN(C(C1=CC=C(C=C1)C1=NOC(=N1)C(F)(F)F)=O)S(=O)(=O)CC1CN(C1)C N-methyl-N-(((1-methylazetidin-3-yl)methyl)sulfonyl)-4-(5-(trifluoromethyl)-1,2,4-oxadiazol-3-yl)benzamide